ClC1=C(CC2=NN3C(=NC=4C(=CC=CC4C3=C2)OC)N)C=CC=C1Cl 2-(2,3-dichlorobenzyl)-7-methoxypyrazolo[1,5-c]quinazolin-5-amine